isopropyl ((R)-(((2S,3S,4R,5R)-5-(4-amino-7H-pyrrolo[2,3-d]pyrimidin-7-yl)-2-fluoro-3,4-dihydroxytetrahydrofuran-2-yl)methoxy)(phenoxy)phosphoryl)-L-alaninate NC=1C2=C(N=CN1)N(C=C2)[C@H]2[C@@H]([C@@H]([C@@](O2)(F)CO[P@@](=O)(OC2=CC=CC=C2)N[C@@H](C)C(=O)OC(C)C)O)O